5-(prop-1-ynyl)pyridine-3-carboxylic acid C(#CC)C=1C=C(C=NC1)C(=O)O